C(C)C(=C)C=CCC 2-Ethyl-hexenen